COC1=C(C(=O)O)C=C(C=C1)C1=CC2=C(C=N1)N=CN2C2=CC(=C(C(=C2)OC)OC)OC 2-methoxy-5-[1-(3,4,5-trimethoxyphenyl)-1H-imidazo[4,5-c]pyridin-6-yl]benzoic acid